4-(4-((3-(4-chlorophenyl)-1,2,4-oxadiazol-5-yl)methyl)piperazin-1-yl)-2-cyclopropylpyrimidine-5-carbonitrile ClC1=CC=C(C=C1)C1=NOC(=N1)CN1CCN(CC1)C1=NC(=NC=C1C#N)C1CC1